N-(1-(2-(4-(Pyrrolidin-1-yl)-3-(trifluoromethyl)benzyl)-2,8-diazaspiro[4.5]decane-8-carbonyl)-1H-pyrazol-3-yl)methanesulfonamide N1(CCCC1)C1=C(C=C(CN2CC3(CC2)CCN(CC3)C(=O)N3N=C(C=C3)NS(=O)(=O)C)C=C1)C(F)(F)F